FC1=C2C(=NC=NC2=C(C=C1)F)NCCC1=C(C=C(C=C1)OC1=NC=CC(=C1)C(F)(F)F)F 5,8-difluoro-N-[2-(2-fluoro-4-{[4-(trifluoro-methyl)pyridin-2-yl]oxy}phenyl)ethyl]quinazolin-4-amine